rac-6-(4-(1,3-dimethyl-1H-pyrazol-4-yl)-2-fluorobenzyl)-2-(trans-2-hydroxycyclopentyl)-4,5-dimethylisoindolin-1-one CN1N=C(C(=C1)C1=CC(=C(CC2=C(C(=C3CN(C(C3=C2)=O)[C@H]2[C@@H](CCC2)O)C)C)C=C1)F)C |r|